2,3-dibutyl-hydroquinone C(CCC)C1=C(O)C=CC(=C1CCCC)O